benzyl 2-[(E)-3-[(2-methylpropan-2-yl)oxy]-3-oxoprop-1-enyl]-7,8-dihydro-5H-pyrido[4,3-d]pyrimidine-6-carboxylate CC(C)(C)OC(/C=C/C=1N=CC2=C(N1)CCN(C2)C(=O)OCC2=CC=CC=C2)=O